4-bromo-1H-pyrrolo[2,3-b]pyridin-5-ol BrC1=C2C(=NC=C1O)NC=C2